Bocaniline C(=O)(OC(C)(C)C)NC1=CC=CC=C1